ClC=1C=C(C=CC1Cl)NC(=O)N1C2CC3=C(C=NC=C3F)C1CC2 N-(3,4-dichlorophenyl)-4-fluoro-6,7,8,9-tetrahydro-5H-6,9-epiminocyclohepta[c]pyridine-10-carboxamide